C(C1=CC=CC=C1)O[C@@H]1[C@H]([C@H](OC2=CC=C(C=C2)OC)O[C@@H]([C@H]1O[C@H]1[C@H](OCC2=CC=CC=C2)[C@@H](OCC2=CC=CC=C2)[C@@H](OCC2=CC=CC=C2)[C@H](O1)COCC1=CC=CC=C1)COCC1=CC=CC=C1)NC(C1=C(C=CC=C1)C(=O)O)=O 4-methoxyphenyl 3,6-di-O-benzyl-2-(2-carboxybenzamido)-2-deoxy-4-O-(2,3,4,6-tetra-O-benzyl-β-D-galactopyranosyl)-β-D-glucopyranoside